COC1=NC=CC(=C1S(=O)(=O)NC1=NOC2=C1CC1(C3=CC=C(C=C32)N3C(OCC3)=O)C(C1)C)OC cis-2,4-dimethoxy-N-(2-methyl-8'-(2-oxooxazolidin-3-yl)-4'H-spiro[cyclopropane-1,5'-naphtho[2,1-d]isoxazol]-3'-yl)pyridine-3-sulfonamide